[N+](=O)([O-])C1=CC(=CC=2C3=CC(=CC(=C3NC12)[N+](=O)[O-])[N+](=O)[O-])[N+](=O)[O-] 1,3,6,8-tetranitrocarbazole